N-((1r,4r)-4-((5-(imidazo[1,2-a]pyrimidin-6-yl)-7H-pyrrolo[2,3-d]pyrimidin-2-yl)amino)-1-methylcyclohexyl)acetamide N=1C=CN2C1N=CC(=C2)C2=CNC=1N=C(N=CC12)NC1CCC(CC1)(C)NC(C)=O